NC1=NC(=NC=N1)C=1C=C(C=C(C1)Cl)[C@@H]1COCCN1C(C=C1CC1)=O (R)-1-(3-(3-(4-amino-1,3,5-triazin-2-yl)-5-chlorophenyl)morpholino)-2-cyclopropylideneeth-an-1-one